CC=1C=C2C(NC=3N(C2=CC1)C(SC3C(=O)NC3=CC=CC=C3)=S)=O 7-methyl-5-oxo-N-phenyl-1-thioxo-4,5-dihydro-1H-thiazolo[3,4-a]quinazoline-3-carboxamide